ClC1=C(C(=C2C(=NNC2=C1)C)C1=C(C=C2C(=NC(=NC2=C1F)OCC1(CC1)CN1C[C@@H](CC1)F)N1C[C@@]2(CC[C@H](C1)N2)C)F)C 7-(6-chloro-3,5-dimethyl-1H-indazol-4-yl)-6,8-difluoro-2-((1-(((R)-3-fluoropyrrolidin-1-yl)methyl)cyclopropyl)methoxy)-4-((1S,5R)-1-methyl-3,8-diazabicyclo[3.2.1]octan-3-yl)quinazoline